CC1=C(C2=CC=CC=C2C(=C1)C)N 2,4-dimethylnaphthalen-1-amine